BrCCC=1C=NN(C1)C 4-(2-bromoethyl)-1-methyl-1H-pyrazole